ClC1=CC=2N(C(N(CC2C=N1)C1CCN(C2=CC=CC=C12)C(=O)OC(C)(C)C)=O)C tert-butyl 4-(7-chloro-1-methyl-2-oxo-4H-pyrido[4,3-d]pyrimidin-3-yl)-3,4-dihydro-2H-quinoline-1-carboxylate